21-(2-Methylphenoxy)-17λ6-thia-11,18,20,23-tetrazatetracyclo[17.3.1.112,16.02,7]tetracosa-1(22),2(7),3,5,12,14,16(24),19(23),20-nonaene 17,17-dioxide CC1=C(OC2=NC=3NS(C=4C=CC=C(NCCCC=5C=CC=CC5C(=C2)N3)C4)(=O)=O)C=CC=C1